2-amino-5-(3-bromophenyl)-4-oxo-4,5-dihydrofuran-3-yl phenylmethanesulfonate C1(=CC=CC=C1)CS(=O)(=O)OC1=C(OC(C1=O)C1=CC(=CC=C1)Br)N